O1C(COCC1)CC#N 1,4-dioxane-acetonitrile